FC1=C(C(=CC=C1OC)F)C=1C=C2C=NC(=NC2=CC1)N[C@H]1[C@H](CCC1)NC(OC(C)(C)C)=O tert-butyl ((1S,2R)-2-((6-(2,6-difluoro-3-methoxyphenyl)quinazolin-2-yl)amino)cyclopentyl)carbamate